4-Hydroxy-3-methoxyphenylacetaldehyd OC1=C(C=C(C=C1)CC=O)OC